C(#N)CC(=O)OC1CC=2N(C3=C(C1)C=C(C=C3)Cl)C(=NN2)[C@@H]2CC[C@H](CC2)OC2=NC=CC=C2 8-chloro-1-[trans-4-(pyridin-2-yloxy)cyclohexyl]-5,6-dihydro-4H-[1,2,4]triazolo[4,3-a][1]benzazepin-5-yl cyanoacetate